5-[4-(1H-tetrazol-5-yl)phenyl]-1H-naphtho[1,2-b][1,4]diazepin-2,4(3H,5H)-dione sodium salt [Na].N1N=NN=C1C1=CC=C(C=C1)N1C2=C(NC(CC1=O)=O)C1=CC=CC=C1C=C2